C(C)C=1C(NC=2C=C(C=NC2C1)CN1CCN(CC1)C=1C=CC(=NC1)C(=O)NCCO)=O 5-(4-((7-ethyl-6-oxo-5,6-dihydro-1,5-naphthyridin-3-yl)methyl)piperazin-1-yl)-N-(2-hydroxyethyl)picolinamide